C1(CC1)/C=C/C=1C=C([C@H]2[C@H](O)[C@H](O)[C@@H](CO)O2)N2N=CN=C(C12)N 7-((E)-2-Cyclopropylvinyl)-4-aza-7,9-dideazaadenosine